[N+](=O)([O-])C1CCCN2C(COC3=CC=CC=C3C3CCC(OCC12)CC3)=S (1s,19s)-15-nitro-8,18-dioxa-11-azatetracyclo[17.2.2.02,7.011,16]tricosa-2,4,6-triene-10-thione